C(CCCCCC)OC(=O)CCCN(CCCCCCNC(=O)C12CC3(CC(CC(C1)C3)(C2)C(=O)NCCCCCCN(CCCC(=O)OCCCCCCC)CCCC(=O)OCCCCCCC)C(=O)NCCCCCCN(CCCC(=O)OCCCCCCC)CCCC(=O)OCCCCCCC)CCCC(=O)OCCCCCCC N1,N3,N5-Tris(6-(bis((heptyloxycarbonyl)propyl)amino)hexyl)adamantane-1,3,5-tricarboxamide